ClC1=NC(=CC(=N1)N1[C@]2(CO[C@H](C1)C2)C([2H])[2H])Cl ((1S,4R)-5-(2,6-dichloropyrimidin-4-yl)-2-oxa-5-azabicyclo[2.2.1]Hept-4-yl)methane-d2